C(CC=C)N1C(NC(C2=CC(=CC=C12)S(=O)(=O)NC1(COC1)C)=O)=O (but-3-en-1-yl)-N-(3-methyloxetan-3-yl)-2,4-dioxo-1H-quinazoline-6-sulfonamide